10,10'-(4'-(3-(1-methyl-1H-benzo[d]imidazol-2-yl)phenyl)-[1,1':2',1''-terphenyl]-3,3''-diyl)bis(5-methyl-5,10-dihydrophenazine) CN1C(=NC2=C1C=CC=C2)C=2C=C(C=CC2)C=2C=C(C(=CC2)C2=CC(=CC=C2)N2C1=CC=CC=C1N(C=1C=CC=CC21)C)C2=CC(=CC=C2)N2C1=CC=CC=C1N(C=1C=CC=CC21)C